C(CCCCCCCCCCCCCCC)OC(CCCCCCC\C=C/CCCC)=O CETYLMYRISTOLEAT